NCC1=C(C(=O)O)C=CC=C1 2-(aminomethyl)benzoic acid